2,2,2-Trichloroethyl (E)-(dec-3-enoyloxy)carbamate C(C\C=C\CCCCCC)(=O)ONC(OCC(Cl)(Cl)Cl)=O